C(C)(C)(C)C1=C(C(=C(CN2C(N(C(N(C2=O)CC2=C(C(=C(C=C2C)C(C)(C)C)O)C)=O)CC2=C(C(=C(C=C2C)C(C)(C)C)O)C)=O)C(=C1)C)C)O 1,3,5-tris(4-tert-butyl-3-hydroxy-2,6-dimethylbenzyl)-1,3,5-triazine-2,4,6-trione